8-[(2S,5R)-4-[(2,6-Dichlorophenyl)methyl]-2,5-dimethylpiperazin-1-yl]-5-methyl-6-oxo-5,6-dihydro-1,5-naphthyridin-2-carbonitril ClC1=C(C(=CC=C1)Cl)CN1C[C@@H](N(C[C@H]1C)C1=CC(N(C=2C=CC(=NC12)C#N)C)=O)C